N1(CCCCC1)S(=O)(=O)O piperidine-1-sulfonic acid